CC(CC=C)C1=NC(=C2C(=N1)NN=C2)NC=2N=CN(C2)C2=CC(=C(C(=C2)OC)OC)OC 6-(pent-4-en-2-yl)-N-(1-(3,4,5-trimethoxyphenyl)-1H-imidazol-4-yl)-1H-pyrazolo[3,4-d]pyrimidin-4-amine